C1(CC1)CN1CC[C@@]23[C@@](CC=4C(=NN(C4C2)C2=CC(NC=C2)=O)C)([C@H]1CC=1C=CC(=CC13)OC)O 4-((6R,6aS,11aR)-14-(cyclopropylmethyl)-6a-hydroxy-2-methoxy-8-methyl-6,6a,7,11-tetrahydro-6,11a-(epiminoethano)naphtho[2,1-f]indazol-10(5H)-yl)pyridin-2(1H)-one